[4-methoxy-7-(tetrahydropyran-4-yl)-thiazolo[4,5-c]pyridin-2-yl]-amid COC1=NC=C(C2=C1N=C(S2)[NH-])C2CCOCC2